3-(2-(hexadecylamino)-2-oxoethyl)-1-methyl-1H-imidazole C(CCCCCCCCCCCCCCC)NC(CN1CN(C=C1)C)=O